Naphthalenylcyclopentadienyliron(II) hexafluorophosphate F[P-](F)(F)(F)(F)F.C1(=CC=CC2=CC=CC=C12)[Fe]C1C=CC=C1